(R)-7-cyclobutyl-2-((R)-3-methylmorpholino)-6,7-dihydropyrazolo[1,5-a]pyrazin-4(5H)-one C1(CCC1)[C@@H]1CNC(C=2N1N=C(C2)N2[C@@H](COCC2)C)=O